NC=1C(=NC=C(C1)F)C1=CC(=C(C(=O)NC=2C=NC(=C(C2)Cl)N2N=CC=N2)C=C1C1CC1)Cl 4-(3-amino-5-fluoropyridin-2-yl)-2-chloro-N-(5-chloro-6-(2H-1,2,3-triazol-2-yl)pyridin-3-yl)-5-cyclopropylbenzamide